1,2,3-triazole-4-sulfonimidamide N1N=NC(=C1)S(=O)(N)=N